N,N-dimethyl-N-allyl-dodecyl-ammonium bromide [Br-].C[N+](CC=C)(C)CCCCCCCCCCCC